COC1=C(C=C(C#N)C=C1)[C@]1(C[C@@H]2[C@H](N(OC2(C)C)C)[C@@H](C1)C)C |&1:20| rac-4-methoxy-3-((3ar,5r,7ar)-1,3,3,5,7-pentamethyloctahydrobenzo[c]isoxazol-5-yl)benzonitrile